[Se](=S)=S.[Li] lithium-selenium disulfide